4-(1-methyl-1H-pyrazole-yl)-N-((3S,4S)-4-(3,4-difluorophenyl)piperidin-3-yl)-2-fluorobenzamide D-tartrate C(=O)(O)[C@@H](O)[C@H](O)C(=O)O.CN1N=C(C=C1)C1=CC(=C(C(=O)N[C@@H]2CNCC[C@H]2C2=CC(=C(C=C2)F)F)C=C1)F